3-(3-(3-chloropyridazin-4-yl)-1H-pyrazolo[3,4-b]pyrazin-6-yl)-2-oxa-8-azaspiro[4.5]decan-4-amine ClC=1N=NC=CC1C1=NNC2=NC(=CN=C21)C2OCC1(C2N)CCNCC1